COC(CCCCC\C=C/CCCCCCCCOCC(COCCCCCCC(=O)OC)N(C)C)=O (Z)-methyl-16-(2-(dimethylamino)-3-((7-methoxy-7-oxoheptyl)oxy)propoxy)hexadec-7-enoate